tert-butyl (3-((6-chloro-3-((1-methyl-1H-pyrazol-4-yl)amino)-1,2,4-triazin-5-yl)oxy)phenyl)carbamate ClC1=C(N=C(N=N1)NC=1C=NN(C1)C)OC=1C=C(C=CC1)NC(OC(C)(C)C)=O